2-((tert-butyldimethylsilyl)oxy)-N,N-dimethylethan-1-amine [Si](C)(C)(C(C)(C)C)OCCN(C)C